CC1=C(C=CC=C1C)S(=O)(=O)Cl 2,3-dimethylbenzenesulfonyl chloride